Ethyl-N-phenyl-P-ethenyl-phosphonamidate C(C)OP(=O)(NC1=CC=CC=C1)C=C